(1-(methylamino)ethyl)benzoic acid methyl ester COC(C1=C(C=CC=C1)C(C)NC)=O